O=C1NC(CCC1N1C(N(C2=C1C=CC=C2N2CCC1(C(CN(CC1)C(=O)OC(C)(C)C)(F)F)CC2)C)=O)=O tert-butyl 9-[1-(2,6-dioxo-3-piperidyl)-3-methyl-2-oxo-benzimidazol-4-yl]-5,5-difluoro-3,9-diazaspiro[5.5]undecane-3-carboxylate